dibenzyl-1-(2,2-difluoropropyl)-1-azaspiro[4.5]decan-8-amine C(C1=CC=CC=C1)C1(N(C2(CC1)CCC(CC2)N)CC(C)(F)F)CC2=CC=CC=C2